8-cyclopentyl-2-(4-(phenethylamino)piperidin-1-yl)-5-(1H-1,2,3-triazol-5-yl)pyrido[2,3-d]pyrimidin-7-one C1(CCCC1)N1C(C=C(C2=C1N=C(N=C2)N2CCC(CC2)NCCC2=CC=CC=C2)C2=CN=NN2)=O